FC=1C=C(C=C(C1)F)C1CC=NN1C=O (5-(3,5-difluorophenyl)-4,5-dihydro-1H-pyrazol-1-yl)methanone